C(C)(C)C1=CC=C(C=C1)C=1N=C(SC1)NC1=CC=C(C=C1)S(=O)(=O)C (4-isopropylphenyl)-N-(4-(methylsulfonyl)phenyl)thiazol-2-amine